N-(5-(5-(3,6-dihydro-2H-pyran-4-yl)benzo[d]oxazol-2-yl)-8-(methylamino)-2,7-naphthyridin-3-yl)cyclopropanecarboxamide O1CCC(=CC1)C=1C=CC2=C(N=C(O2)C2=C3C=C(N=CC3=C(N=C2)NC)NC(=O)C2CC2)C1